Ethyl 2-(3-(2-bromoacetyl)-3-methyl-2,3-dihydrobenzofuran-7-yl)acetate BrCC(=O)C1(COC2=C1C=CC=C2CC(=O)OCC)C